1-oxa-6-azaspiro[3.4]octan O1CCC12CNCC2